(S)-2-Imino-6-(8-(3-methoxyprop-1-yn-1-yl)dibenzo[b,d]thiophen-2-yl)-3,6-dimethyltetrahydropyrimidin-4(1H)-one N=C1N[C@](CC(N1C)=O)(C)C1=CC2=C(SC3=C2C=C(C=C3)C#CCOC)C=C1